vanadium-titanium-iron-vanadium [V].[Fe].[Ti].[V]